4-chloro-5-(6,6-difluorobicyclo[3.1.0]hexane-1-yl)-7-(phenylsulfonyl)-7H-pyrrolo[2,3-d]pyrimidine ClC=1C2=C(N=CN1)N(C=C2C21CCCC1C2(F)F)S(=O)(=O)C2=CC=CC=C2